2-(4-fluorophenyl)-6-((pyridin-4-yloxy)methyl)imidazo[1,2-b][1,2,4]triazine FC1=CC=C(C=C1)C=1C=NC=2N(N1)C=C(N2)COC2=CC=NC=C2